tert-butyl-(S)-2-(2-((6-methyl-5-(6-(1-methyl-1H-pyrazol-4-yl)pyrazolo[1,5-a]pyrazine-3-carboxamido)pyridin-3-yl)amino)-2-oxoethyl)pyrrolidine C(C)(C)(C)N1[C@@H](CCC1)CC(=O)NC=1C=NC(=C(C1)NC(=O)C=1C=NN2C1C=NC(=C2)C=2C=NN(C2)C)C